cyano-3-hydroxycinnamate C(#N)OC(C=CC1=CC(=CC=C1)O)=O